3-indole-3-ylidenepropan-2-one N1=CC(C2=CC=CC=C12)=CC(C)=O